3-(pyridin-4-yl)-6,7-dihydropyrazolo[1,5-a]pyrazine-5(4H)-carboxylate N1=CC=C(C=C1)C=1C=NN2C1CN(CC2)C(=O)[O-]